(S)-6-(6-amino-5-ethoxypyridin-2-yl)-7-fluoro-2-(4-((6-oxo-5-(trifluoromethyl)-1,6-dihydropyridazin-4-yl)amino)pentyl)isoquinolin-1(2H)-one NC1=C(C=CC(=N1)C=1C=C2C=CN(C(C2=CC1F)=O)CCC[C@H](C)NC=1C=NNC(C1C(F)(F)F)=O)OCC